2-hydroxymethyl-3-methyl-N-phenethylbenzofuran-5-sulfonamide OCC=1OC2=C(C1C)C=C(C=C2)S(=O)(=O)NCCC2=CC=CC=C2